Tetrafluoropropan-1-ol FC(C(O)(F)F)(C)F